FC(S(=O)(=O)OC1=C2C(CC(OC2=CC(=C1)Br)=O)(C)C)(F)F 7-bromo-4,4-dimethyl-2-oxochroman-5-yl trifluoromethanesulfonate